C(C1=CC=CC=C1)C1=C(SC=2N3C(COCC21)=NN=C3C)C#CC=3C=NN(C3)CC(=O)OCCC#CC3=C2CN(C(C2=CC=C3)=O)C3C(NC(CC3)=O)=O 4-(2-(2,6-dioxopiperidin-3-yl)-1-oxoisoindolin-4-yl)but-3-yn-1-yl 2-(4-((3-benzyl-9-methyl-4H,6H-thieno[2,3-e][1,2,4]triazolo[3,4-c][1,4]oxazepin-2-yl)ethynyl)-1H-pyrazol-1-yl)acetate